N-(2-((2R,3R)-1-ethyl-2-methylpiperidin-3-yl)thieno[2,3-b]pyridin-4-yl)-4,6-difluorobenzo[d]thiazol-5-amine C(C)N1[C@@H]([C@@H](CCC1)C1=CC=2C(=NC=CC2NC=2C(=CC3=C(N=CS3)C2F)F)S1)C